2-(((2-bromo-4,5-dimethoxyphenethyl)-amino)-methyl)-6-methylphenol BrC1=C(CCNCC2=C(C(=CC=C2)C)O)C=C(C(=C1)OC)OC